O=C1N(C(C2=CC=CC=C12)=O)C(=O)[O-].[K+] potassium 1,3-dioxoisoindoline-2-carboxylate